(Z)-6-(2-fluoro-3,3-dimethylbut-1-en-1-yl)-2,3-dihydrobenzo[b][1,4]dioxine tert-butyl-2-{5-chloro-2-oxo-1H,4H-pyrido[3,4-d]pyrimidin-3-yl}acetate C(C)(C)(C)OC(CN1C(NC2=C(C1)C(=CN=C2)Cl)=O)=O.F\C(=C/C2=CC1=C(OCCO1)C=C2)\C(C)(C)C